C1(=CC(=CC=C1)[C@@H]1N(OCC1)C1=CC(=NC=N1)NC=1C(=CC(=C(C1)NC(C=C)=O)N1CCC(CC1)N1CCN(CC1)C1CC1)OC)C1=CC=CC=C1 (R)-N-(5-((6-(3-([1,1'-biphenyl]-3-yl)isoxazolidin-2-yl)pyrimidin-4-yl)amino)-2-(4-(4-cyclopropyl-piperazin-1-yl)-piperidin-1-yl)-4-methoxyphenyl)-acrylamide